C(CCCCCCCCCCC)C1C(N(CC1)C)=O 3-dodecyl-1-methylpyrrolidin-2-one